C(C)(C)(C)OC(=O)NCCCN N-(tert-butoxycarbonyl)-1,3-propanediamine